3-(benzyloxy)-N-([4-[4-[[2-(4-chlorophenyl)-4,4-dimethylcyclohexen-1-yl]methyl]piperazin-1-yl]phenyl]sulfonyl)-4-nitrobenzamide C(C1=CC=CC=C1)OC=1C=C(C(=O)NS(=O)(=O)C2=CC=C(C=C2)N2CCN(CC2)CC2=C(CC(CC2)(C)C)C2=CC=C(C=C2)Cl)C=CC1[N+](=O)[O-]